acetophenone ammonium [NH4+].C(C)(=O)C1=CC=CC=C1